3-{(1r,5s,6r)-6-[ethyl-(methyl)carbamoyl]-3-azabicyclo[3.1.0]hex-3-yl}-8-azabicyclo[3.2.1]octane-8-carboxylic acid ethyl ester C(C)OC(=O)N1C2CC(CC1CC2)N2C[C@H]1C([C@H]1C2)C(N(C)CC)=O